4-N-[2-benzyl-7-(2-methyltetrazol-5-yl)-9H-pyrimido[4,5-b]indol-4-yl]cyclohexane-1,4-diamine C(C1=CC=CC=C1)C=1N=C(C2=C(NC3=CC(=CC=C23)C=2N=NN(N2)C)N1)NC1CCC(CC1)N